6-cyclopropyl-3-((8-methoxy-2-(6-methoxypyridin-3-yl)-2,3-dihydrobenzo[b][1,4]dioxin-6-yl)methyl)-3H-imidazo[4,5-b]pyridine C1(CC1)C=1C=C2C(=NC1)N(C=N2)CC2=CC1=C(OC(CO1)C=1C=NC(=CC1)OC)C(=C2)OC